carbonyl-rhodium C(=O)=[Rh]